CN1N=CC(=C1C1=NC(=NC=C1F)N1CCC(CC1)C(=O)N(CC=1N(C=CN1)C)O)C 1-(4-(1,4-dimethyl-1H-pyrazol-5-yl)-5-fluoropyrimidin-2-yl)-N-hydroxy-N-((1-methyl-1H-imidazol-2-yl)methyl)piperidine-4-carboxamide